ClC=1C(=NC=CC1)O[C@@H]1CN(CC1)C1=C(C=C(C=C1)C(C=1C=C(C#N)C=CC1)O)CCOC1OCCCC1 3-((4-((S)-3-(3-chloropyridin-2-yloxy)pyrrolidin-1-yl)-3-(2-(tetrahydro-2H-pyran-2-yloxy)ethyl)phenyl)(hydroxy)methyl)benzonitrile